4-Bromo-1-(2-(dimethylamino)-1-(3-fluorophenyl)ethyl)pyridin-2(1H)-one BrC1=CC(N(C=C1)C(CN(C)C)C1=CC(=CC=C1)F)=O